C(C=C)(=O)N1C[C@H](C[C@@H]1COC)N1N=C(C(=C1NC)C(=O)N)C#CC=1C=C(C=2N(C1)N=CC2C#N)OC 1-((3s,5r)-1-propenoyl-5-(methoxymethyl)pyrrolidin-3-yl)-3-((3-cyano-4-methoxypyrazolo[1,5-a]pyridin-6-yl)ethynyl)-5-(methylamino)-1H-pyrazole-4-carboxamide